Cl.Cl.N(=NCC(C)C(NC1=CC=CC=C1)=N)CC(C)C(NC1=CC=CC=C1)=N azobis[2-(N-phenylamidino)propane], Dihydrochloride